C1(CCCC1)CC1N(C(C2=CC=CC=C12)=O)CC1=CC2=C(NC(O2)=O)C=C1 6-((1-(cyclopentylmethyl)-3-oxoisoindolin-2-yl)methyl)benzo[d]oxazol-2(3H)-one